S(=O)(=O)(O)C1=C(C=CC2(CC=C(C=C2)C2=CC=CC=C2)C=CC2=C(C=CC=C2)S(=O)(=O)O)C=CC=C1 4,4-bis(2-sulfostyryl)biphenyl